O1CCN(CC1)C1=NC(=C2C=CC=NC2=C1)OC1CCC(CC1)NC(C1=CN=CC=C1)=O N-((1s,4s)-4-((7-morpholino-1,6-naphthyridin-5-yl)oxy)cyclohexyl)nicotinamide